3-p-tolylurea C1(=CC=C(C=C1)NC(N)=O)C